FC1=C(C(=C(C=C1C=1OC2=C(N1)C=C(C=C2)N2CCN(CC2)S(=O)(=O)C)C(F)(F)F)F)O 2,6-Difluoro-3-(5-(4-(methylsulfonyl)piperazin-1-yl)benzo[d]oxazol-2-yl)-5-(trifluoromethyl)phenol